8-(4,4-difluorocyclohexyl)-2,3-dimethyl-6-[(2S,4R)-2-(1-methylpyrazol-4-yl)tetrahydropyran-4-yl]pyrido[3,4-d]pyrimidin-4-one FC1(CCC(CC1)C1=NC(=CC2=C1N=C(N(C2=O)C)C)[C@H]2C[C@H](OCC2)C=2C=NN(C2)C)F